1,1'-bis(diphenylphosphinyl)ferrocene C1(=CC=CC=C1)P(=O)([C-]1C=CC=C1)C1=CC=CC=C1.[C-]1(C=CC=C1)P(=O)(C1=CC=CC=C1)C1=CC=CC=C1.[Fe+2]